5-(2,2-difluoroethoxy)-4-ethyl-6-methoxy-pyrimidin-2-amine FC(COC=1C(=NC(=NC1OC)N)CC)F